ClC=1C(=C(C=CC1)[C@H]1[C@@H](O[C@]([C@H]1C)(C(F)(F)F)C)C(=O)NC1=CC(=NC=C1)C(=O)N)OC1CC(C1)O 4-((2R,3S,4S,5R)-3-(3-chloro-2-((1s,3R)-3-hydroxycyclobutoxy)phenyl)-4,5-dimethyl-5-(trifluoromethyl)tetrahydrofuran-2-carboxamido)pyridineamide